C1(CC1)CC1CC(N(CC1)C(C(=O)N)CC)=O 2-[4-(cyclopropylmethyl)-2-oxo-1-piperidinyl]butanamide